4-(5-(3-(2-hydroxyethoxy)-4-methoxyphenyl)pyridin-3-yl)-1,2-oxaborol-2-ol OCCOC=1C=C(C=CC1OC)C=1C=C(C=NC1)C=1CB(OC1)O